4-Bromo-N-(1-cyanopentyl)benzenesulfonamide BrC1=CC=C(C=C1)S(=O)(=O)NC(CCCC)C#N